(S)-tert-butyl-7-(((S)-1-methoxy-1-oxo-3-((S)-2-oxopyrrolidin-3-yl)propan-2-yl)carbamoyl)-6-azaspiro[3.4]octane-6-carboxylate C(C)(C)(C)OC(=O)N1CC2(CCC2)C[C@H]1C(N[C@H](C(=O)OC)C[C@H]1C(NCC1)=O)=O